OC1=COC2=C(C1)C(=CC(=C2)O)O 3,5,7-trihydroxy-4H-1-benzopyran